(4R)-2-phenylthiazolidine-4-carboxylic acid C1(=CC=CC=C1)C1SC[C@H](N1)C(=O)O